ClC=1C(=NC=C(C1)C(F)(F)F)C(=O)NC(NC1=C(C=CC=C1C)C(NCC)=O)=S 3-chloro-N-((2-(ethylcarbamoyl)-6-methylphenyl)thiocarbamoyl)-5-(trifluoromethyl)Picolinamide